O[C@@H](C)C=1N(C=CN1)CC1=NOC(=C1)C1=CC=C(C=C1)C#CC1=CC=C(C#N)C=C1 (S)-4-((4-(3-((2-(1-hydroxyethyl)-1H-imidazol-1-yl)methyl)isoxazol-5-yl)phenyl)ethynyl)benzonitrile